C1(CC1)C=1C=C(C=2N(C1)C=C(N2)CN)C2(COC2)O (6-cyclopropyl-8-(3-hydroxyoxetan-3-yl)imidazo[1,2-a]pyridin-2-yl)methanamine